C[Si]1(CCC(CC1)NC(=O)C1=CC2=C(N=C(S2)C2=C(C=CC=C2)F)N1)C N-(1,1-Dimethylsilacyclohexane-4-yl)-2-(2-fluorophenyl)-4H-pyrrolo[2,3-d]thiazole-5-carboxamide